FC(C=1C(=C(C=CC1)[C@@H](C)NC=1C2=C(N=C(N1)C)C=NC(=C2)N2C[C@H](N([C@@H](C2)C)C)C)F)F N-{(1R)-1-[3-(difluoromethyl)-2-fluorophenyl]ethyl}-2-methyl-6-[(3R,5R)-3,4,5-trimethylpiperazin-1-yl]pyrido[3,4-d]pyrimidin-4-amine